6-(isopropyl(methyl)amino)-4-((methylamino)methyl)-2-(6-(4-(4-oxocyclohexyl)-4H-1,2,4-triAzol-3-yl)pyridin-2-yl)-2,3-dihydro-1H-pyrrolo[3,4-c]pyridin-1-one C(C)(C)N(C1=CC2=C(C(=N1)CNC)CN(C2=O)C2=NC(=CC=C2)C2=NN=CN2C2CCC(CC2)=O)C